F[C@@]1(CN(CCC1)C1=NC=NC(=N1)NC=1N=CC2=C(N=CC(=C2C1)C(C)C)N1[C@@H]([C@H](C1)CS(=O)(=O)C)C)C (3S,4R)-3-fluoro-1-(4-((5-isopropyl-8-((2R,3S)-2-methyl-3-((methylsulfonyl)Methyl)azetidin-1-yl)-2,7-naphthyridin-3-yl)amino)-1,3,5-triazin-2-yl)-3-methylpiperidine